O=C1NC(CCC1N1C(C2=CC=C(C=C2C1=O)N1CC2CCC(C1)N2CC2CCN(CC2)C2=CC=C(N=N2)C2=CC=C1CNC(C1=C2)=O)=O)=O 6-(6-(4-((3-(2-(2,6-dioxopiperidin-3-yl)-1,3-dioxoisoindoline-5-yl)-3,8-diazabicyclo[3.2.1]octane-8-yl)methyl)piperidin-1-yl)pyridazin-3-yl)-1-oxoisoindoline